NC=1CC(=CC2=C(N1)C=C(C=C2F)C2(CC2)C(NC=2C=NC=1CCNCC1C2)=O)C(=O)N(CCC)CCO 2-amino-6-fluoro-N-(2-hydroxyethyl)-N-propyl-8-(1-((5,6,7,8-tetrahydro-1,6-naphthyridin-3-yl)carbamoyl)cyclopropyl)-3H-benzo[b]azepine-4-carboxamide